OCCC(CCCCCCCCCCCCCCCCC)(N(CCO)CCCN)CCO bis-hydroxyethyl-aminopropyl-hydroxyethyl-octadecylamine